C1N(CC12OCCNC2)C2=CC=CC(=N2)C2=NC1=CC(=NC=C1C=C2)CNC(C2=CC(=C(C=C2)C)S(=O)(=O)C)=O N-((2-(6-(5-oxa-2,8-diazaspiro[3.5]nonan-2-yl)pyridin-2-yl)-1,6-naphthyridin-7-yl)methyl)-4-methyl-3-(methylsulfonyl)benzamide